FC=1C=C(C=C(C1OC1=CC=NC2=CC(=C(C=C12)OC)OCCNC)F)C1=NC(=CC(=C1C(=O)N)OC)NCCOC [3,5-difluoro-4-({6-methoxy-7-[2-(methylamino)ethoxy]quinolin-4-yl}oxy)-phenyl]-4-methoxy-6-[(2-methoxyethyl)amino]pyridine-3-carboxamide